3-(5-(((1s,4S)-4-Carboxy-4-methylcyclohexyl)oxy)-4-cyano-2-methoxybenzamido)bicyclo[2.2.1]heptane-2-carboxylic Acid C(=O)(O)C1(CCC(CC1)OC=1C(=CC(=C(C(=O)NC2C(C3CCC2C3)C(=O)O)C1)OC)C#N)C